5-[[(3R,5R)-5-[4-(chloromethyl)phenyl]-1-methyl-3-piperidyl]amino]-2-methyl-3-oxo-pyridazine-4-carbonitrile ClCC1=CC=C(C=C1)[C@H]1C[C@H](CN(C1)C)NC1=C(C(N(N=C1)C)=O)C#N